ClCC(=O)C1N(CCOC1)C(=O)N (2-chloroacetyl)morpholine-4-carboxamide